FC(C(=O)O)(F)F.N1CC(C1)C1=CC=C(N=N1)C1=C(C=C(C=C1)C=1C=CC=2N(N1)C=C(N2)C)O 2-(6-(azetidin-3-yl)pyridazin-3-yl)-5-(2-methylimidazo[1,2-b]pyridazin-6-yl)phenol trifluoroacetate salt